O.FC1=NC=CC=C1B(O)O 2-FLUOROPYRIDINE-3-BORONIC ACID HYDRATE